cobalt-nickel diselenide [Ni](=[Se])=[Se].[Co]